C(C)N(CC)CCN(CCOC(OC(CCCCC(=O)OCC(CCCCCC)CCCC)CCCCCC)=O)C(C)C 2-butyloctyl 3-ethyl-12-hexyl-6-isopropyl-10-oxo-9,11-dioxa-3,6-diazahexadecane-16-carboxylate